CC1=NC(=NC(=C1)NC)NC=1C=C(C2=C(OCCO2)C1)OS(=O)(=O)C(F)(F)F trifluoromethanesulfonic acid [7-[[4-methyl-6-(methylamino) pyrimidin-2-yl] amino]-2,3-dihydro-1,4-benzodioxin-5-yl] ester